methyl 7-(4-bromophenoxy)-1-methyl-indazole-5-carboxylate BrC1=CC=C(OC=2C=C(C=C3C=NN(C23)C)C(=O)OC)C=C1